ClC=1C=C(C=C(C1O)Cl)N=CN(C)C N'-(3,5-dichloro-4-hydroxyphenyl)-N,N-dimethylformimidamide